Furo[3,4-b][1,5]benzodiazepinone C1(OC=C2N=C3C(=NC=C21)C=CC=C3)=O